N-(3-hydroxy-2,2-dimethylpropyl)-5-(1-isopropyl-1H-pyrrolo[2,3-b]pyridin-3-yl)-7-(methylamino)pyrazolo[1,5-a]pyrimidine-3-carboxamide OCC(CNC(=O)C=1C=NN2C1N=C(C=C2NC)C2=CN(C1=NC=CC=C12)C(C)C)(C)C